1-methyl-2-oxo-1,2-dihydropyridine-3-carbonitrile CN1C(C(=CC=C1)C#N)=O